rhodium(II) hexanoate C(CCCCC)(=O)[O-].[Rh+2].C(CCCCC)(=O)[O-]